C(CCCCCCCCCCC)OC1=C(C[N+]2(CC[N+](CC2)(C)[O-])[O-])C=C(C=C1OC)CC 1-(2-Dodecyloxy-5-ethyl-3-methoxybenzyl)-4-methylpiperazin-1,4-dioxid